FC(OC1=CC=C(C=C1)C(C)N1C(C=2N(CC1CO)N=C1C2CN[C@@H](C1)C)=O)F (3R)-9-(1-(4-(difluoromethoxy)phenyl)ethyl)-8-(hydroxymethyl)-3-methyl-10-oxo-1,2,3,4,7,8,9,10-octahydropyrido[4',3':3,4]pyrazolo[1,5-a]pyrazine